heptafluorobutyl methacrylate (heptafluorobutyl methacrylate) FC(C(CC=C(C(=O)O)C)(F)F)(C(F)(F)F)F.C(C(=C)C)(=O)OCC(C(C(F)(F)F)(F)F)(F)F